C(#N)C1=CC=CC2=C1SC=C2\C=C(\C(=O)OCC#C)/C(C)=O Prop-2-yn-1-yl (E)-2-((7-cyanobenzo[b]thiophen-3-yl)methylene)-3-oxobutanoate